1-phenylmeth-anamine C1(=CC=CC=C1)CN